ethyl 2-(2-((7-(3-(1-amino-2-fluoroethyl)phenyl)benzofuran-5-yl)methoxy)-4-fluorophenyl)acetate NC(CF)C=1C=C(C=CC1)C1=CC(=CC=2C=COC21)COC2=C(C=CC(=C2)F)CC(=O)OCC